C(CCCCCCCCCCCCCCC)[Si](C)C hexadecyldimethyl-Silicon